(E)-2-cyano-3-({4-[(5-fluoro-2-methoxyphenyl)sulfamoyl]phenyl}methyl)-1-(pyridin-4-yl)guanidine C(#N)/N=C(/NC1=CC=NC=C1)\NCC1=CC=C(C=C1)S(NC1=C(C=CC(=C1)F)OC)(=O)=O